methyl (S)-1-Cbz-2-pyrrolidinesulfonate C(=O)(OCC1=CC=CC=C1)N1[C@H](CCC1)S(=O)(=O)OC